5-(hydroxy(phenyl)methyl)-N,N-dimethylindolizine-7-formamide OC(C=1N2C=CC=C2C=C(C1)C(=O)N(C)C)C1=CC=CC=C1